C(C)(C)(C)OC(=O)\N=C/1\N(C(CC(N1)(CC)CC)=O)[C@@H]1[C@@H](COC2=CC=C(C=C12)C(=O)O)COC (3R,4R)-4-((E)-2-((tert-butoxycarbonyl)imino)-4,4-diethyl-6-oxotetrahydropyrimidin-1(2H)-yl)-3-(methoxymethyl)chroman-6-carboxylic acid